OCCCC[N+]1=C(N(C(=C1C)C)C)C (4-hydroxybutyl)-1,2,4,5-tetramethyl-1H-imidazol-3-ium